2-methyl-4-(3-methyl-1,2,4-thiadiazol-5-yl)aniline CC1=C(N)C=CC(=C1)C1=NC(=NS1)C